C(C)(C)(C)OC(=O)N1C(CCC1)CP(C1=CC=CC=C1)C1=CC=CC=C1 (L)-N-tert-butoxycarbonyl-2-[(diphenylphosphino)methyl]pyrrolidine